2-(5-(2-(2H-1,2,3-triazol-2-yl)benzoyl)hexahydropyrrolo[3,4-c]pyrrol-2(1H)-yl)-6,7-dihydro-3H-cyclopenta[d]pyrimidin-4(5H)-one N=1N(N=CC1)C1=C(C(=O)N2CC3C(C2)CN(C3)C=3NC(C2=C(N3)CCC2)=O)C=CC=C1